ClCOC(=O)N(C)C[C@H]1N(CCC1)C(=O)OC(C)(C)C tert-butyl (S)-2-((((chloromethoxy)carbonyl)(methyl)amino)methyl)pyrrolidine-1-carboxylate